2-chloro-N-[3-fluoro-5-(2-phenylethynyl)-2-pyridyl]-5-(1-methylpyrazol-4-yl)benzamide ClC1=C(C(=O)NC2=NC=C(C=C2F)C#CC2=CC=CC=C2)C=C(C=C1)C=1C=NN(C1)C